C(#N)[C@@]1(COCC2=CC=C(C=C12)C(=O)O)C (R)-4-cyano-4-methylisochromane-6-carboxylic acid